4-(benzo[d]thiazol-6-ylamino)-7-(1-methyl-1H-pyrazol-4-yl)quinazolin-5-ol S1C=NC2=C1C=C(C=C2)NC2=NC=NC=1C=C(C=C(C21)O)C=2C=NN(C2)C